9,9-bis{4-(2-hydroxyethoxy)-3,5-dimethylphenyl}fluorene OCCOC1=C(C=C(C=C1C)C1(C2=CC=CC=C2C=2C=CC=CC12)C1=CC(=C(C(=C1)C)OCCO)C)C